CN1C(N(CC=2C1=NC(=NC2)NC2=CC=C(C=C2)N2CCN(CC2)C)[C@H]2CCNC1=C(C=CC=C21)C)=O 1-methyl-7-[4-(4-methylpiperazin-1-yl)anilino]-3-[(4S)-8-methyl-1,2,3,4-tetrahydroquinolin-4-yl]-4H-pyrimido[4,5-d]pyrimidin-2-one